5-chloro-4-(trifluoromethyl)-benzoic acid methyl ester COC(C1=CC=C(C(=C1)Cl)C(F)(F)F)=O